(1-Methyl-5-(4-(5-(trifluoromethyl)-1,2,4-oxadiazol-3-yl)pyridin-2-yl)-1H-pyrrolo[2,3-c]pyridin-2-yl)(morpholino)methanone CN1C(=CC=2C1=CN=C(C2)C2=NC=CC(=C2)C2=NOC(=N2)C(F)(F)F)C(=O)N2CCOCC2